BrC=1C(=C(OCCCC[C@H]2CNCCC2)C=CC1)C (3R)-3-[4-(3-bromo-2-methyl-phenoxy)butyl]piperidine